FC1C(COC1)COC1=NNC=C1NC=1N=CC2=C(N1)N(C(C21CC1)=O)[C@H]1C[C@@H](CCC1)O 2'-((3-((4-fluorotetrahydrofuran-3-yl)methoxy)-1H-pyrazol-4-yl)amino)-7'-((1R,3R)-3-hydroxycyclohexyl)spiro[cyclopropane-1,5'-pyrrolo[2,3-d]pyrimidin]-6'(7'H)-one